methyl 2-[4-[(E)-2-cyanovinyl]phenyl]acetate C(#N)/C=C/C1=CC=C(C=C1)CC(=O)OC